(2S,3R)-3-Hydroxy-2-(1-Oxo-2-Azaspiro[3.5]Nonan-2-Yl)Butanoic Acid O[C@@H]([C@@H](C(=O)O)N1C(C2(C1)CCCCC2)=O)C